FC(C1=C(C=CC=C1)C1=CC(=NO1)C(=O)O)(F)F 5-(2-trifluoromethyl-phenyl)-isoxazole-3-carboxylic acid